CC(C(=O)O)(CCC#C)C 2,2-DIMETHYL-5-HEXYNOIC ACID